(S)-N-(3-methoxy-4-(4-(4-methylpiperazin-1-yl)piperidin-1-yl)phenyl)-4-(3-phenylisoxazolidin-2-yl)thieno[3,2-d]pyrimidin-2-amine COC=1C=C(C=CC1N1CCC(CC1)N1CCN(CC1)C)NC=1N=C(C2=C(N1)C=CS2)N2OCC[C@H]2C2=CC=CC=C2